FC1([C@@H](C[C@H]2C[C@@H]([C@H]3[C@@H]4CC[C@H]([C@@H](CCC(=O)N5CC(CCC5)C(=O)O)C)[C@]4(CC[C@@H]3[C@]2(C1)C)C)O)O)F 1-(2,2-difluoro-3β,7β-dihydroxy-5β-cholan-24-oyl)-piperidine-3-carboxylic acid